C(C)OC(=O)[C@@H]1N(CCCC1)C(C[C@H]1N(C(CC1)=O)CC1=CC=C(C=C1)C)=O Ethyl-(2R)-1-[2-[(2S)-1-[(4-methylphenyl)methyl]-5-oxopyrrolidin-2-yl]acetyl]piperidine-2-carboxylate